6-Fluoro-1,5-dimethyl-4-[2-methyl-4-(1-methyl-1H-pyrazol-4-yl)benzenesulfonyl]-1,2,3,4-tetrahydroquinoxaline FC=1C(=C2N(CCN(C2=CC1)C)S(=O)(=O)C1=C(C=C(C=C1)C=1C=NN(C1)C)C)C